C(N)(OC1=C(C(=C(C(=C1)CCCCOC=C)C)OC(N)=O)CCCCOC=C)=O bis[4-(vinyloxy)butyl](4-methyl-1,3-phenylene) biscarbamate